2,2'-dimethyl-azobenzene CC1=C(C=CC=C1)N=NC1=C(C=CC=C1)C